FC1=CC=C(C2=CC=CC=C12)C#N 4-fluoronaphthalene-1-carbonitrile